C(CC)N[C@@H](CC(C)C)C(=O)O N-n-propyl-leucine